1-(2-deoxy-2-fluoro-β-D-arabinofuranosyl)-5-iodo-uracil F[C@@H]1[C@@H](O[C@@H]([C@H]1O)CO)N1C(=O)NC(=O)C(=C1)I